BrC=1C=CC(=C(C1)C1(CC1)C=O)C 1-(5-bromo-2-methylphenyl)cyclopropane-1-carbaldehyde